C1(CC1)[C@H](CC(=O)NC[C@H](CC1=C(C=C(C=C1)O)C)N(C)C)C1=CN=CS1 (S)-3-cyclopropyl-N-((S)-2-(dimethylamino)-3-(4-hydroxy-2-methylphenyl)propyl)-3-(thiazol-5-yl)propanamide